C(C)(C)(C)OC(=O)N1[C@](CCC1)(C)COC1=NC=CC=C1F (S)-2-(((3-fluoropyridin-2-yl)oxy)methyl)-2-methylpyrrolidine-1-carboxylic acid tert-butyl ester